ethyl 2-carbamoylpyrazolo[1,5-a]pyrimidine-7-carboxylate C(N)(=O)C1=NN2C(N=CC=C2C(=O)OCC)=C1